2-(2-fluoro-3-(trifluoromethyl)phenyl)-N-(5-fluoro-6-(4-formyl-1H-imidazol-1-yl)pyridin-3-yl)acetamide FC1=C(C=CC=C1C(F)(F)F)CC(=O)NC=1C=NC(=C(C1)F)N1C=NC(=C1)C=O